COC(CCSC1=C2C(=NC=C1F)NC=C2)=O 3-((5-Fluoro-1H-pyrrolo[2,3-b]pyridin-4-yl)thio)propanoic acid methyl ester